4-(4-Aminophenyl)-3-(4-(cyclobutylmethylcarbamoyl)phenyl)-5-methyl-1H-pyrrole-2-carboxamide NC1=CC=C(C=C1)C=1C(=C(NC1C)C(=O)N)C1=CC=C(C=C1)C(NCC1CCC1)=O